benzyl 4-(4-(9-(3-amino-6-(2-(methoxymethoxy)phenyl)pyridazin-4-yl)-1-oxa-4,9-diazaspiro[5.5]undecan-4-yl)but-2-yn-1-yl)piperazine-1-carboxylate NC=1N=NC(=CC1N1CCC2(CN(CCO2)CC#CCN2CCN(CC2)C(=O)OCC2=CC=CC=C2)CC1)C1=C(C=CC=C1)OCOC